C(C)OC1=C(C=C2CCN(C(C2=C1)CCC1=CNC2=CC=C(C=C12)F)C(=O)N1CCOCC1)OC (7-ethoxy-1-(2-(5-fluoro-1H-indol-3-yl)ethyl)-6-methoxy-3,4-dihydroisoquinolin-2(1H)-yl)(morpholinyl)methanone